C(CC)(=O)N[C@H](CCC(=O)N[C@@H](C)C(=O)O)C(N)=O propionyl-D-isoglutaminyl-L-alanine